(2R,5S)-1-((R)-(4-chlorophenyl)((S)-2,2-difluorocyclopropyl)methyl)-2-ethyl-5-methylpiperazine hydrochloride Cl.ClC1=CC=C(C=C1)[C@H](N1[C@@H](CN[C@H](C1)C)CC)[C@H]1C(C1)(F)F